C(C)(C)(C)C=1NC2=C(C=CC(=C2C1C=O)F)C 2-TERT-BUTYL-4-FLUORO-7-METHYL-1H-INDOLE-3-CARBALDEHYDE